(3R,5R)-1-{1-[(1-benzoyl-3-fluoroazetidin-3-yl)methyl]-2-[1-(cyclopropylmethyl)-1H-indol-2-yl]-7-methoxy-1H-1,3-benzodiazole-5-carbonyl}-5-fluoropiperidin-3-amine C(C1=CC=CC=C1)(=O)N1CC(C1)(F)CN1C(=NC2=C1C(=CC(=C2)C(=O)N2C[C@@H](C[C@H](C2)F)N)OC)C=2N(C1=CC=CC=C1C2)CC2CC2